(R)-N-(3-(1-((2-amino-5-(1-methyl-1H-pyrazol-4-yl)pyridin-3-yl)oxy)ethyl)phenyl)-5-isopropylnicotinamide NC1=NC=C(C=C1O[C@H](C)C=1C=C(C=CC1)NC(C1=CN=CC(=C1)C(C)C)=O)C=1C=NN(C1)C